racemic-N-[1-[(3,3-difluoro-1-piperidinyl)methyl]-1,3-dimethyl-butyl]-8-fluoro-quinoline-3-carboxamide FC1(CN(CCC1)C[C@](CC(C)C)(C)NC(=O)C=1C=NC2=C(C=CC=C2C1)F)F |r|